trans-N-(3-(2-Cyclopropyloxazol-4-yl)phenyl)-4-(2-hydroxyacetamido)-N-((trans-4-(4-methoxy-3-methylphenyl)cyclohexyl)methyl)cyclohexanecarboxamide C1(CC1)C=1OC=C(N1)C=1C=C(C=CC1)N(C(=O)[C@@H]1CC[C@H](CC1)NC(CO)=O)C[C@@H]1CC[C@H](CC1)C1=CC(=C(C=C1)OC)C